6-methyl-1-(4-(methylthio)benzyl)-1,6-dihydro-7H-imidazo[4,5-c][1,8]naphthyridin-7-one CN1C(C=CC=2C3=C(C=NC12)N=CN3CC3=CC=C(C=C3)SC)=O